P1[O+](P[O+](P[O+]1[O-])[O-])[O-] 2,4,6-trioxatriphosphorinane-2,4,6-trioxide